2,5-di(tertbutylperoxy)hex-3-yne C(C)(C)(C)OOC(C)C#CC(C)OOC(C)(C)C